(S)-3-Methyl-3-(5-(3-((4-(trifluoromethyl)phenyl)amino)-4,5,6,7-tetrahydropyrazolo[1,5-a]pyridin-2-yl)-1,3,4-oxadiazol-2-yl)pyrrolidin-2-one C[C@@]1(C(NCC1)=O)C=1OC(=NN1)C1=NN2C(CCCC2)=C1NC1=CC=C(C=C1)C(F)(F)F